C(C)N1C2=CC=C(C=C2C=2C=CC=CC12)C(C1=C(C=CC(=C1)OCC1OCCC1)C)=O 9-ethyl-6-(2-methyl-5-tetrahydrofuranylmethoxybenzoyl)-9H-carbazole